FC=1C=CC(=NC1)NC1=CC2=C(C=N1)C(NN2C2=CC=CC=C2)=O 6-((5-fluoropyridin-2-yl)amino)-1-phenyl-1,2-dihydro-3H-pyrazolo[4,3-c]pyridin-3-one